6-[2-oxo-8-[[2-(2-aminoethyl)-8-fluoro-6,7-dihydro-5H-cyclopenta[f]benzotriazol-6-yl]methyl]-1-oxa-3,8-diazaspiro[4.5]decan-3-yl]-4H-pyrido[3,2-b][1,4]oxazin-3-one dihydrochloride Cl.Cl.O=C1OC2(CN1C=1C=CC=3OCC(NC3N1)=O)CCN(CC2)CC2CC=1C(=CC=3C(=NN(N3)CCN)C1F)C2